5,5-difluoro-3-(1H-pyrazol-3-yl)-4,5,6,7-tetrahydro-1H-indol-4-ol FC1(C(C=2C(=CNC2CC1)C1=NNC=C1)O)F